isopropyl 2-((5-acrylamido-4-((2-(dimethylamino)ethyl) (methyl)amino)-2-methoxyphenyl)amino)-4-(1-methyl-1H-indol-3-yl)pyrimidine-5-carboxylate sulfate S(=O)(=O)(O)O.C(C=C)(=O)NC=1C(=CC(=C(C1)NC1=NC=C(C(=N1)C1=CN(C2=CC=CC=C12)C)C(=O)OC(C)C)OC)N(C)CCN(C)C